N1(N=NC2=C1C=CC=C2)O[P](N(C)C)(N(C)C)N(C)C benzotriazol-1-yl-oxy-tris-(dimethylamino)-phosphorus